(S)-(1-amino-5-(4-(benzyloxy)phenyl)-1,5-dioxopentan-2-yl)carbamic acid tert-butyl ester C(C)(C)(C)OC(N[C@H](C(=O)N)CCC(=O)C1=CC=C(C=C1)OCC1=CC=CC=C1)=O